C12CNCC(CC1)N2C=2C(=C1C(N(C(C1=CC2F)=O)C2C(NC(CC2)=O)=O)=O)F 5-(3,8-diazabicyclo[3.2.1]octan-8-yl)-2-(2,6-dioxopiperidin-3-yl)-4,6-difluoroisoindoline-1,3-dione